α,3,5-trifluoro-benzeneacetic acid FC(C(=O)O)C1=CC(=CC(=C1)F)F